C(C)C1(CC1)N 1-ethylcyclopropanamine